(5-(2-nitro-1-(2-phenyl-1H-indol-3-yl)ethyl)thiophen-3-yl)boronic acid [N+](=O)([O-])CC(C1=C(NC2=CC=CC=C12)C1=CC=CC=C1)C1=CC(=CS1)B(O)O